4-(hydroxymethyl)-2,3,5,6-tetrafluoroaniline OCC1=C(C(=C(N)C(=C1F)F)F)F